BrC1=NC=C(C(=C1N)N)Br 2,5-dibromo-3,4-diaminopyridine